2-(3-((2-methoxy-4-(methylsulfonyl)phenyl)amino)prop-1-yn-1-yl)-3-methyl-N-(1-methylpiperidin-4-yl)-1-(2,2,2-trifluoroethyl)-1H-indol-4-amine COC1=C(C=CC(=C1)S(=O)(=O)C)NCC#CC=1N(C=2C=CC=C(C2C1C)NC1CCN(CC1)C)CC(F)(F)F